C(C)(C)(C)C1=C(C=C(C(=C1)C(C)(C)C)C)OP(OC1=C(C=C(C(=C1)C)C(C)(C)C)C(C)(C)C)C1=CC=C(C=C1)C1=CC=C(C=C1)P(OC1=C(C=C(C(=C1)C)C(C)(C)C)C(C)(C)C)OC1=C(C=C(C(=C1)C)C(C)(C)C)C(C)(C)C tetrakis(2,4-di-t-butyl-5-methylphenyl)[1,1-biphenyl]-4,4'-diylbisphosphonite